(S)-octaHydropyrazino[2,1-c][1,4]oxazine C1OCCN2[C@H]1CNCC2